ClC=1C(=CC(=C(C1)C=1NC=2C=CN=C(C2C(C1)=O)C(=O)N)C)C1(CC2CC2C1)C 2-[5-chloro-2-methyl-4-(3-methyl-3-bicyclo[3.1.0]hexanyl)phenyl]-4-oxo-1H-1,6-naphthyridine-5-carboxamide